ClCC1=NC2=C(C=NC(=C2)C#N)N1C[C@@H]1COCC1 (R)-2-(chloromethyl)-3-((tetrahydrofuran-3-yl)methyl)-3H-imidazo[4,5-c]pyridine-6-carbonitrile